CC(C)(C)OC(=O)N[C@H]1CC[C@H](C1)C(=O)O (-)-(1R,3S)-N-BOC-3-aminocyclopentanecarboxylic acid